tert-butyl (2-chloro-4-(2-(cyclopropanecarboxamido)pyridin-4-yl)-3-fluorobenzyl)carbamate ClC1=C(CNC(OC(C)(C)C)=O)C=CC(=C1F)C1=CC(=NC=C1)NC(=O)C1CC1